CN1N=CC(=C1)C(=O)N[C@@H]1CCC2=CC(=CC=C12)C1=NOC(=N1)C([2H])([2H])[2H] (R)-1-methyl-N-(5-(5-(methyl-d3)-1,2,4-oxadiazol-3-yl)-2,3-dihydro-1H-inden-1-yl)-1H-pyrazole-4-carboxamide